CC(CCC=C)C=CC 5,7-dimethyl-1,6-heptadiene